(R and S)-7-(2-propoxyphenyl)-N-quinuclidin-3-yl-benzofuran-2-carboxamide C(CC)OC1=C(C=CC=C1)C1=CC=CC=2C=C(OC21)C(=O)N[C@H]2CN1CCC2CC1 |r|